ClC1=C(C(=CC(=C1)OC1=CC=CC=C1)Cl)C(=O)C1=CNC2=NC=CC(=C21)N[C@H]2CO[C@@H](CC2)CO (2,6-dichloro-4-phenoxyphenyl)(4-(((3R,6S)-6-(hydroxymethyl)tetrahydro-2H-pyran-3-yl)amino)-1H-pyrrolo[2,3-b]pyridin-3-yl)methanone